COC=1C=C(OC2=C(C=C(C=N2)N2C(NC=3C=NC=CC32)=O)C)C=CC1C 1-[6-(3-methoxy-4-methyl-phenoxy)-5-methyl-3-pyridyl]-3H-imidazo[4,5-c]pyridin-2-one